2-(4-(ethylsulfonyl)phenyl)-N-(6-(2-(3-fluoropyridin-2-yl)-2-methylpropanoyl)pyridin-3-yl)acetamide C(C)S(=O)(=O)C1=CC=C(C=C1)CC(=O)NC=1C=NC(=CC1)C(C(C)(C)C1=NC=CC=C1F)=O